N-(4-fluoro-3-methylphenyl)-3-(2-((1-(hydroxymethyl)cyclobutyl)amino)-2-oxoacetyl)-2-methyl-5,6,7,8-tetrahydroindolizine-1-carboxamide FC1=C(C=C(C=C1)NC(=O)C=1C(=C(N2CCCCC12)C(C(=O)NC1(CCC1)CO)=O)C)C